zinc fluorophosphate P(=O)([O-])([O-])F.[Zn+2]